7-Chloro-β-carboline ClC1=CC=C2C=3C=CN=CC3NC2=C1